tert-butyl ((2S)-4-amino-3-hydroxy-4-oxo-1-((S)-2-oxopyrrolidin-3-yl)butan-2-yl)carbamate NC(C([C@H](C[C@H]1C(NCC1)=O)NC(OC(C)(C)C)=O)O)=O